C(C(C)C)S(=O)(=O)N1CCC2(C[C@H](OC2=O)CCN2CCN(CC2)C2=CC=C(C=C2)C)CC1 (S)-8-(isobutylsulfonyl)-3-(2-(4-(p-tolyl)piperazin-1-yl)ethyl)-2-oxa-8-azaspiro[4.5]decan-1-one